COC=1C=C(C=NN=C2SC(C(N2)=O)CC(=O)Cl)C=CC1OC 2-(2-((3,4-dimethoxybenzylidene)hydrazineylidene)-4-oxothiazolidin-5-yl)acetyl chloride